The molecule is a diterpene alkaloid with formula C35H49NO10 that is isolated from several Aconitum species. It has a role as a plant metabolite, a human urinary metabolite and a xenobiotic. It is an acetate ester, an aromatic ether, a benzoate ester, a bridged compound, a diterpene alkaloid, an organic heteropolycyclic compound, a polyether, a tertiary amino compound and a tertiary alcohol. It derives from a hydride of an aconitane. CCN1C[C@@]2(CC[C@@H]([C@@]34[C@@H]2[C@H]([C@@H](C31)[C@]5(C[C@@H]([C@]6(C[C@@H]4[C@@H]5[C@H]6OC(=O)C7=CC=C(C=C7)OC)O)OC)OC(=O)C)OC)OC)COC